C(C1=CC=CC=C1)C1=NN=C(S1)C(=O)N[C@@H]1C(N(C2=C(O[C@@H]1C)C=CC=N2)C)=O 5-benzyl-N-((2R,3S)-2,5-dimethyl-4-oxo-2,3,4,5-tetrahydropyrido[3,2-b][1,4]oxazepin-3-yl)-1,3,4-thiadiazole-2-carboxamide